C(C1=CC=CC=C1)N1C(=C(C(C12C(=NN(C2=O)C2=CC=CC=C2)C)C2=CC(=C(C=C2)Cl)Cl)C(=O)OCC)C(=O)OCC diethyl 1-benzyl-4-(3,4-dichlorophenyl)-6-methyl-9-oxo-8-phenyl-1,7,8-triazaspiro[4.4]non-2,6-diene-2,3-dicarboxylate